ClC1=CC=C2C(=CNC2=C1)S(=O)(=O)NC1=NC=C(C(=C1)OC)Cl 6-chloro-N-(5-chloro-4-methoxypyridin-2-yl)-1H-indole-3-sulfonamide